METHYLBENZOAT COC(C1=CC=CC=C1)=O